BrC=1C=CC2=C(CCCC=3N2C(=NN3)C)C1 8-bromo-1-methyl-5,6-dihydro-4H-benzo[f][1,2,4]triazolo[4,3-a]azepin